C(#N)C=1C=NN2C1C(=CC(=C2)OCC(C)(C)O)C2=CC=C(C=C2)C2(CNC2)NS(=O)C(C)(C)C N-(3-(4-(3-cyano-6-(2-hydroxy-2-methylpropoxy)pyrazolo[1,5-a]pyridin-4-yl)phenyl)azetidin-3-yl)-2-methylpropane-2-sulfinamide